BrC1=C2[C@H](COC3(CCOCC3)C2=CC=C1)C (R)-5-bromo-4-methyl-2',3',5',6'-tetrahydrospiro-[isochromane-1,4'-pyran]